(2S)-4-chloro-2-(4-piperidyl)-5-[[(3S)-tetrahydropyran-3-yl]methylamino]pyridazin-3-one ClC=1C(N(N=CC1NC[C@H]1COCCC1)C1CCNCC1)=O